ClC=1C=C(C=CC1F)NC(=O)C1=C(N=C(N1C)NC)C1CC2CC(CC2C1)O N-(3-Chloro-4-fluorophenyl)-4-(5-hydroxyoctahydropentalen-2-yl)-1-methyl-2-(methylamino)-1H-imidazole-5-carboxamide